3-fluoropyridine-3-amine FC1(CN=CC=C1)N